CC1(C(=[N+](C=2C=CC3=C(C12)C=CC(=C3)S(=O)(=O)[O-])CCCS(=O)(=O)O)C)C 1,1,2-trimethyl-3-(3-sulfopropyl)-1H-Benz[e]indolium-7-sulfonate